ClC=1C=C(C=C(C1C)CC1COC(OC1)(C)C)NC(OC1=CC=CC=C1)=O phenyl (3-chloro-5-((2,2-dimethyl-1,3-dioxan-5-yl)methyl)-4-methylphenyl)carbamate